1,1-dimethylpropenyl hydroperoxide CC(=C(C)OO)C